3,5-dimethoxy-2,4,6-trinitrochlorobenzene COC=1C(=C(C(=C(C1[N+](=O)[O-])OC)[N+](=O)[O-])Cl)[N+](=O)[O-]